3-((S)-2-hydroxy-3-((R)-8-(3-methyl-1H-pyrazolo[3,4-b]pyridin-5-ylsulfonyl)-1-oxa-8-azaspiro[4.5]dec-3-ylamino)propoxy)-N-methylbenzenesulfonamide O[C@H](COC=1C=C(C=CC1)S(=O)(=O)NC)CN[C@H]1COC2(C1)CCN(CC2)S(=O)(=O)C=2C=C1C(=NC2)NN=C1C